O[C@@H]1C[C@H](N(C1)C([C@H](C(C)(C)C)NC(OC(C)(C)C)=O)=O)C(N[C@@H](CO)C1=CC=C(C=C1)C1=C(N=CS1)C)=O tert-butyl (S)-1-((2S,4R)-4-hydroxy-2-((R)-2-hydroxy-1-(4-(4-methylthiazol-5-yl) phenyl) ethylcarbamoyl) pyrrolidin-1-yl)-3,3-dimethyl-1-oxobutan-2-ylcarbamate